ClC=1C=C(CN2CCN(C3=CC=CC=C23)CCN2CCCC2)C=CC1 1-(4-(3-chlorobenzyl)-3,4-dihydroquinoxalin-1(2H)-yl)-2-(pyrrolidin-1-yl)ethane